(S)-1-(4-cyanopyridin-2-yl)-N-((R)-1-(phenylcarbamoyl)-2,3-dihydro-1H-inden-1-yl)-N-(3-fluorophenyl)-5-oxopyrrolidine-2-carboxamide C(#N)C1=CC(=NC=C1)N1[C@@H](CCC1=O)C(=O)N(C1=CC(=CC=C1)F)[C@@]1(CCC2=CC=CC=C12)C(NC1=CC=CC=C1)=O